NC1=NC=2C=C(C=CC2C2=C1N=C(N2CC(C)(O)C)CCCC)CO 1-(4-amino-2-butyl-7-(hydroxymethyl)-1H-imidazo[4,5-c]quinoline-1-yl)-2-methylpropan-2-ol